4-(benzyl(methyl)amino)benzoic acid C(C1=CC=CC=C1)N(C1=CC=C(C(=O)O)C=C1)C